4-(2-chloro-4-pyridinyl)-2-cyclopropyl-oxazole ClC1=NC=CC(=C1)C=1N=C(OC1)C1CC1